N-(4-(4-amino-7-cyano-3-(4-((5-fluoro-4-methylpyrimidin-2-yl)oxy)phenyl)-1-methyl-1H-pyrrolo[3,2-c]pyridin-2-yl)phenyl)acrylamide NC1=NC=C(C2=C1C(=C(N2C)C2=CC=C(C=C2)NC(C=C)=O)C2=CC=C(C=C2)OC2=NC=C(C(=N2)C)F)C#N